tert-butyl 3-(6-(2-(4-(4-fluorophenyl)-1-isopropyl-1H-imidazol-5-yl)thiazole-4-carboxamido)pyridin-3-yl)azetidine-1-carboxylate FC1=CC=C(C=C1)C=1N=CN(C1C=1SC=C(N1)C(=O)NC1=CC=C(C=N1)C1CN(C1)C(=O)OC(C)(C)C)C(C)C